tert-butyl 4-formyl-2,2-dimethyl-1,3-oxazolidine-3-carboxylate C(=O)C1N(C(OC1)(C)C)C(=O)OC(C)(C)C